N-((1R,4R)-4-(((2-((4-morpholinophenyl)amino)pyrimidin-4-yl)oxy)methyl)cyclohexyl)acetamide O1CCN(CC1)C1=CC=C(C=C1)NC1=NC=CC(=N1)OCC1CCC(CC1)NC(C)=O